BrC1=CC=2N(C(N(C(C2S1)=O)C=1C=NC=C(C1)Cl)=O)CCC#N 3-(6-bromo-3-(5-chloropyridin-3-yl)-2,4-dioxo-3,4-dihydrothieno[3,2-d]pyrimidin-1(2H)-yl)propanenitrile